1-((2-(2-methoxyethoxy)ethyl)sulfonyl)azetidin COCCOCCS(=O)(=O)N1CCC1